CN(C)CC1=NC2=C(N1)C=C(C=C2C2=CC=CC=C2)N 2-((dimethylamino)methyl)-4-phenyl-1H-benzo[d]imidazole-6-amine